(4R)-4-[3-[3-[[2-Fluoro-4-(trifluoromethyl)phenyl]methoxy]azetidin-1-yl]-3-oxo-propyl]oxazolidin-2-one FC1=C(C=CC(=C1)C(F)(F)F)COC1CN(C1)C(CC[C@H]1NC(OC1)=O)=O